t-butyl allyl monocarbonate C(OC(C)(C)C)(OCC=C)=O